ClC=1C=C(CNCCCCOCCOC2=NC3=C(C4=CN=CC=C24)C=CC(=C3)C(=O)O)C=C(C1)CC#N 5-(2-(4-((3-chloro-5-(cyanomethyl)benzyl)amino)butoxy)ethoxy)benzo[c][2,6]naphthyridine-8-carboxylic acid